(S)-2-((4-(2-((4-cyano-2-fluorobenzyl)oxy)pyridin-3-yl)piperidin-1-yl)methyl)-1-(oxetan-2-ylmethyl)-1H-thieno[2,3-d]imidazole-5-carboxylic acid C(#N)C1=CC(=C(COC2=NC=CC=C2C2CCN(CC2)CC=2N(C3=C(N2)SC(=C3)C(=O)O)C[C@H]3OCC3)C=C1)F